tin butylbenzene C(CCC)C1=CC=CC=C1.[Sn]